6-Bromo-5-methyl-1-indanone BrC1=C(C=C2CCC(C2=C1)=O)C